ClC=1C(=CC(=NC1)N1[C@H](CN(CC1)CC1(CC1)C(F)(F)F)C)N (S)-5-chloro-2-(2-methyl-4-((1-(trifluoromethyl)cyclopropyl)meth-yl)piperazin-1-yl)pyridin-4-amine